C(C(=O)O)(=O)O.CN(CCCC1(OCC2=CC(=CC=C12)C#N)C1=CC=C(C=C1)F)C (+)-1-(3-dimethylaminopropyl)-1-(4-fluorophenyl)-1,3-dihydroisobenzofuran-5-carbonitrile oxalate